12-hydroxy-9-cis-octadecenoic acid OC(CCCCCCCCC=CC(=O)O)CCCCCC